CNCC(=C)C1C(CCC(C1)C(=C)C)(C=C)C N-methyl-2-(2-methyl-5-(prop-1-en-2-yl)-2-vinylcyclohexyl)prop-2-en-1-amine